C(C)(=O)OC1=C(C(NC1CC1=CC=CC=C1)=O)C(=O)OC methyl 4-acetoxy-5-benzyl-2-oxo-2,5-dihydro-1H-pyrrole-3-carboxylate